O1C(=CC=C1)C(C(C(=O)C1=CC=CC=C1)C)=O 1-(furan-2-yl)-2-methyl-3-phenylpropane-1,3-dione